FC1=CC=C(C=C1)C1=NN2C(NCC(C2)CN(CC)CC)=C1C=1C=CC(N(N1)C1=C(C=CC=C1)C)=O (-)-6-{2-(4-Fluorophenyl)-6-[(diethylamino)methyl]-4,5,6,7-tetrahydropyrazolo[1,5-a]pyrimidin-3-yl}-2-(2-methylphenyl)pyridazin-3(2H)-one